N-(4-(2-2H-1,2,3-triazolyl)butyl)-3-(3-ethyl-5-(4-propylphenyl)-1-1H-1,2,4-triazolyl)benzamide N=1N(N=CC1)CCCCNC(C1=CC(=CC=C1)N1N=C(N=C1C1=CC=C(C=C1)CCC)CC)=O